C(C)(=O)OC1=CC=C(CONC(C2=CC(=CC=C2)OCCCOC=2C(=NC(=NC2CC)N)N)=O)C=C1 N-(4-Acetoxybenzyloxy)-3-[3-(2,4-diamino-6-ethylpyrimidin-5-yloxy)propoxy]benzamide